C(C)OC(=O)C1=NN(C2=CC=CC(=C2C1=O)N1N=NC(=C1)C(F)(F)F)C1=CC=C(C=C1)C(F)(F)F 4-oxo-1-[4-(trifluoromethyl)phenyl]-5-[4-(trifluoromethyl)triazol-1-yl]cinnoline-3-carboxylic acid ethyl ester